(E)-N-((t-butoxycarbonyl)oxy)iminobenzyl cyanide C(C)(C)(C)OC(=O)O\N=C(/C1=CC=CC=C1)\C#N